C(N)(OC1(CCC1)C)=O 1-methylcyclobutyl carbamate